6-benzyl-2,3,7,9-tetramethoxy-6H-dibenzo[c,e][1,2]thiazine 5,5-dioxide C(C1=CC=CC=C1)N1S(C2=C(C3=C1C(=CC(=C3)OC)OC)C=C(C(=C2)OC)OC)(=O)=O